C(C)(C)(C)OC(=O)NC(/C=C/C(=O)OCC)(C)C Ethyl (E)-4-(tert-butoxycarbonylamino)-4-methyl-pent-2-enoate